C(C)OC(C(C)C=1CC(C=CC1)(C1=CC=C(C=C1)OC)C1=C2CCN(CC2=CC=C1)C1=CC=C(C=C1)[N+](=O)[O-])=O 3-(2-(4-Nitrophenyl)-1,2,3,4-tetrahydroisoquinolin-5-yl)-3-(4-methoxyphenyl)phenylpropionic acid ethyl ester